6-(4-chlorophenyl)-s-triazine ClC1=CC=C(C=C1)C1=NC=NC=N1